(3-morpholinophenyl)thiophene O1CCN(CC1)C=1C=C(C=CC1)C=1SC=CC1